2-methylpropan-2-yl 9-(4-amino-5-bromo-7-methylpyrrolo[2,3-d]pyrimidin-6-yl)-2-methyl-3-azaspiro[5.5]undec-8-ene-3-carboxylate NC=1C2=C(N=CN1)N(C(=C2Br)C2=CCC1(CCN(C(C1)C)C(=O)OC(C)(C)C)CC2)C